6-amino-spiro[indoline-3,4'-tetrahydrothiopyran]-2-one NC1=CC=C2C(=C1)NC(C21CCSCC1)=O